(4-(1,4-dimethyl-2-(4-(methylsulfonyl)phenyl)-1H-pyrrolo[3,2-c]pyridin-6-yl)-2,5-difluorophenyl)piperazine-1-carboxylic acid tert-butyl ester C(C)(C)(C)OC(=O)N1C(CNCC1)C1=C(C=C(C(=C1)F)C1=CC2=C(C(=N1)C)C=C(N2C)C2=CC=C(C=C2)S(=O)(=O)C)F